(furan-2-yl)-6-methoxy-1-(3-phenylpropyl)-1H-benzo[d]Imidazole O1C(=CC=C1)C1=NC2=C(N1CCCC1=CC=CC=C1)C=C(C=C2)OC